diisopropyl-benzene C(C)(C)C1=C(C=CC=C1)C(C)C